FC(C(=O)O)(F)F.C(C)OC=1C(=NC=CC1)OC=1C=C(C=NC1)C1=NC=C(C=N1)C(=O)N[C@@H]1CNCCC1 2-{5-[(3-ethoxypyridin-2-yl)oxy]pyridin-3-yl}-N-[(3S)-piperidin-3-yl]pyrimidine-5-carboxamide, trifluoroacetate salt